[Si](C1=CC=CC=C1)(C1=CC=CC=C1)(C(C)(C)C)O[C@H]1[C@@](COC1)(CC)N1[C@H](CNCC1)C (S)-1-((3S,4S)-4-((tert-butyldiphenylsilyl)oxy)-3-ethyltetrahydrofuran-3-yl)-2-methylpiperazine